2-Amino-9-((2R,3R,5S)-3-hydroxy-5-(hydroxymethyl)tetrahydrofuran-2-yl)-7-isobutyl-7,9-dihydro-8H-purin-8-on NC1=NC=C2N(C(N(C2=N1)[C@@H]1O[C@@H](C[C@H]1O)CO)=O)CC(C)C